ClC1=CC=C2C(=N1)N=C(O2)N2CCN(CC2)C(=O)C2=CC(=C(C=C2)C=2N=NN(C2)CC(C)(C)C)C [4-(5-chlorooxazolo[4,5-b]pyridin-2-yl)piperazin-1-yl]-[4-[1-(2,2-dimethylpropyl)triazol-4-yl]-3-methyl-phenyl]methanone